NC=1C2=C(N=CN1)N(C=C2C=2NC1=CC(=CC=C1C2)C(=O)OC)C(C)C Methyl 2-(4-amino-7-isopropyl-7H-pyrrolo[2,3-d]pyrimidin-5-yl)-1H-indole-6-carboxylate